butyl-N-{[(3aR,4R,6aR)-2,2-dimethyl-6-oxo-tetrahydrocyclopenta[d][1,3]dioxol-4-yl]methyl}carbamate C(CCC)OC(NC[C@H]1CC([C@@H]2OC(O[C@@H]21)(C)C)=O)=O